FC(N1N=CC(=C1)C1(C=CC(=CN1)C=1C=NNC1)N1CC(C1)OC1=CC=C(C=C1)C#C[Si](C)(C)C)F 6-(1-(difluoromethyl)-1H-pyrazol-4-yl)-4-(6-(3-(4-((trimethylsilyl)ethynyl)phenoxy)azetidine-1-yl)pyridin-3-yl)pyrazole